5'-O-(4,4'-dimethoxytrityl)deoxythymidine-3'-yl [3,4,5-tri(octadecyloxy)benzyl]succinate C(CCCCCCCCCCCCCCCCC)OC=1C=C(CC(C(=O)O[C@@]2(C[C@@H](O[C@@H]2COC(C2=CC=C(C=C2)OC)(C2=CC=C(C=C2)OC)C2=CC=CC=C2)N2C(=O)NC(=O)C(C)=C2)O)CC(=O)[O-])C=C(C1OCCCCCCCCCCCCCCCCCC)OCCCCCCCCCCCCCCCCCC